1-(4-chloro-3-(3-methylimidazo[1,2-a]pyridin-2-yl)phenyl)piperidine-3-carboxylic acid ClC1=C(C=C(C=C1)N1CC(CCC1)C(=O)O)C=1N=C2N(C=CC=C2)C1C